phenyl(Phenylpyridinyl)triazinyl(phenylbenzoselenophenyl)pyridine C1(=CC=CC=C1)C=1C(=C(C(=NC1)C=1[Se]C2=C(C1C1=CC=CC=C1)C=CC=C2)C2=NN=NC=C2)C2=NC=CC=C2C2=CC=CC=C2